N-(4-methoxy-3-(phenylsulfonamido)phenyl)-[1,1'-biphenyl]-4-carboxamide COC1=C(C=C(C=C1)NC(=O)C1=CC=C(C=C1)C1=CC=CC=C1)NS(=O)(=O)C1=CC=CC=C1